COP([O-])[O-] (methyl)phosphite